Cl.NC\C=C(\CN1N=NC2=C1C=C(C=C2C2=CC(=C(C=C2)OC)S(NC(C)C)(=O)=O)C(=O)NC)/F (Z)-1-(4-amino-2-fluorobut-2-en-1-yl)-4-(3-(N-isopropylsulfamoyl)-4-methoxyphenyl)-N-methyl-1H-benzo[d][1,2,3]triazol-6-carboxamide Hydrochloride